ClC1=NC=C(C(=C1)N1CC(C(CC1)O)(F)F)C#CC=1C=NN(C1)C 1-(2-chloro-5-((1-methyl-1H-pyrazol-4-yl)ethynyl)pyridin-4-yl)-3,3-difluoropiperidin-4-ol